potassium trifluoro-[[(5-fluoro-2-methoxy-benzoyl)amino]methyl]borohydride F[B-](CNC(C1=C(C=CC(=C1)F)OC)=O)(F)F.[K+]